C(CCCCC)C1=CC2=C(C3=C(N2CCCCCC)C=C(S3)C=3SC(=CC3OCCCCCC)[Sn](C)(C)C)S1 2,4-dihexyl-6-(3-(hexyloxy)-5-(trimethylstannyl)thiophen-2-yl)-4H-dithieno[3,2-b:2',3'-d]pyrrole